C(C)OC(C(C(=O)OCC)[C@@H](C[N+](=O)[O-])C1=C(C(=CC=C1F)F)F)=O (R)-2-(2-Nitro-1-(2,3,6-trifluorophenyl)ethyl)malonic acid diethyl ester